2,4,4'-trimethoxychalcone COC1=C(C=CC(=C1)OC)\C=C\C(=O)C1=CC=C(C=C1)OC